1-[3-(3,5-difluorophenyl)-6-{5-[(hydroxyimino)methyl]-1-methyl-1H-pyrazol-4-yl}quinolin-4-yl]piperidin-4-amine FC=1C=C(C=C(C1)F)C=1C=NC2=CC=C(C=C2C1N1CCC(CC1)N)C=1C=NN(C1C=NO)C